OC[C@H](C1=CC=CC=C1)NC1=CC(=NC=C1C1=NC(=NO1)C(C)(C)O)NC1=CC=C2C(=N1)C(OB2O)(C)C (S)-5-((4-((2-hydroxy-1-phenylethyl)amino)-5-(3-(2-hydroxypropan-2-yl)-1,2,4-oxadiazol-5-yl)pyridin-2-yl)amino)-3,3-dimethyl-[1,2]oxaborolo[4,3-b]pyridin-1(3H)-ol